C(C)OC(C(C(=O)OCC)OC[C@@H]1C([C@@H]2[C@@H](OC(O2)(C)C)O1)(C#CC)OC(C)=O)=O 2-(((3aR,5R,6aR)-6-acetoxy-2,2-dimethyl-6-(prop-1-yn-1-yl)tetrahydrofurano[2,3-d][1,3]dioxol-5-yl)methoxy)-malonic acid diethyl ester